methyl [(perfluorophenyl)methyl] sulfide FC1=C(C(=C(C(=C1F)F)F)F)CSC